COC1=C(C(=CC(=C1)C)C)C1=CC=C(C(=N1)NC(=O)C1CN(CCC1)C(=O)OC(C)(C)C)C(=O)OC methyl 6-(2-methoxy-4,6-dimethyl-phenyl)-2-[[1-tert-butoxycarbonylpiperidine-3-carbonyl]amino]pyridine-3-carboxylate